N[C@H](CO)C1=CC=C(C=C1)[C@H](C(=O)OCC)C(C)C |&1:10| 2-(±)-Ethyl 2-[4-[(1S)-1-amino-2-hydroxy-ethyl]phenyl]-3-methyl-butanoate